(R)-1-(4-chloro-3-((5-methylthiophene-2-yl)methyl)phenyl)-2,3-dihydroxypropan-1-one ClC1=C(C=C(C=C1)C([C@@H](CO)O)=O)CC=1SC(=CC1)C